O[C@@H]1C=2C=CC(=CC2CC[C@H]1[C@H]1N2C(C3=CC=CC=C13)=CN=C2)C#N (5S,6S)-5-Hydroxy-6-((R)-5H-imidazo[5,1-a]isoindol-5-yl)-5,6,7,8-tetrahydronaphthalen-2-carbonitril